NC1=C2C(=NC=N1)N(N=C2C2=CC=C1C=C(NC1=C2)C(=O)NCC(F)(F)F)C(C)(C)C 6-(4-amino-1-tert-butyl-pyrazolo[3,4-d]pyrimidin-3-yl)-N-(2,2,2-trifluoroethyl)-1H-indole-2-carboxamide